N1=CC=C(C=C1)C=1N=C(C2=C(N1)C=NC=C2)N[C@@H]2[C@H](CCC2)O (1S,2S)-2-{[2-(pyridin-4-yl)pyrido[3,4-d]pyrimidin-4-yl]amino}cyclopentan-1-ol